2,6-dimethyl-4-iodophenol CC1=C(C(=CC(=C1)I)C)O